O\N=C\C=1C=C2CC[C@H](C2=CC1)NC(OC(C)(C)C)=O tert-butyl (R,E)-(5-((hydroxyimino)methyl)-2,3-dihydro-1H-inden-1-yl)carbamate